3',4'-diamino-4-fluoro-6-methoxy-[1,1'-biphenyl] NC=1C=C(C=CC1N)C1=CC=C(C=C1OC)F